9H,9'H-3,3'-bicarbazole-1,1',2,2',4,4',5,5',6,6',7,7',8,8'-d14 C1(=C(C(=C(C=2C3=C(C(=C(C(=C3NC12)[2H])[2H])[2H])[2H])[2H])C=1C(=C(C=2NC3=C(C(=C(C(=C3C2C1[2H])[2H])[2H])[2H])[2H])[2H])[2H])[2H])[2H]